Chloro-N-(3-chloro-4-(trifluoromethyl)phenyl)-3,4-dihydro-2,7-naphthyridine-2(1H)-carboxamide ClC1N(CCC2=CC=NC=C12)C(=O)NC1=CC(=C(C=C1)C(F)(F)F)Cl